NC=1NC(C=2N(C(N(C2N1)[C@@H]1O[C@@H]([C@@H]([C@H]1O)F)C(C)(C)O)=O)CC#C)=O 2-amino-9-((2r,3s,4r,5r)-4-fluoro-3-hydroxy-5-(2-hydroxypropan-2-yl)tetrahydrofuran-2-yl)-7-(prop-2-yn-1-yl)-7,9-dihydro-1H-purine-6,8-dione